tert-Butyl ((7-bromo-4-oxo-4H-pyrido[1,2-a]pyrimidin-2-yl)methyl)((1r,3r)-3-hydroxy-3-methylcyclobutyl)carbamate BrC=1C=CC=2N(C(C=C(N2)CN(C(OC(C)(C)C)=O)C2CC(C2)(C)O)=O)C1